6-methoxy-1,2-diazine-3-carbohydrazide COC1=CC=C(N=N1)C(=O)NN